3-(5-bromo-6-isopropoxy-2H-indazol-2-yl)butan-1-ol BrC1=CC2=CN(N=C2C=C1OC(C)C)C(CCO)C